N-(2-{3,3-dimethyl-2-oxa-8-azaspiro[4.5]dec-8-yl}phenyl)-2-phenylethane-1-sulfonamide CC1(OCC2(C1)CCN(CC2)C2=C(C=CC=C2)NS(=O)(=O)CCC2=CC=CC=C2)C